4-(4-Chloro-phenyl)-2-methoxy-6-thiophen-2-yl-nicotinonitrile ClC1=CC=C(C=C1)C1=CC(=NC(=C1C#N)OC)C=1SC=CC1